C(C)S(=O)(=O)CCCN1CCS(CC1)(=O)=O 4-(3-ethylsulfonylpropyl)thiomorpholine 1,1-dioxide